5-(4-fluoropiperidin-1-yl)-2-morpholinooxazolo[4,5-b]pyridin-6-amine FC1CCN(CC1)C1=C(C=C2C(=N1)N=C(O2)N2CCOCC2)N